tert-butyl 3,3-difluoro-4-[4-[3-methyl-2-oxo-1-(2-trimethylsilylethoxymethyl) benzimidazol-4-yl] piperazin-1-yl]-2,6-dihydropyridine-1-carboxylate FC1(CN(CC=C1N1CCN(CC1)C1=CC=CC=2N(C(N(C21)C)=O)COCC[Si](C)(C)C)C(=O)OC(C)(C)C)F